CN1N=CC(=C1C)C1=CC2=C(N=CN=C2C=2C(=NN(C2)CC(C)(O)C)C2=CC=C(C=C2)F)O1 {4-[6-(1,5-dimethyl-1H-pyrazol-4-yl)furo[2,3-d]pyrimidin-4-yl]-3-(4-fluorophenyl)-1H-pyrazol-1-yl}-2-methylpropan-2-ol